C(C)(C)(C)OC(=O)NC1=C(C=CC=C1)C1=C(C(NC2=NC(=CC=C12)OC(F)F)=O)C(=O)[O-] 4-(((tert-butoxycarbonyl)amino)phenyl)-7-(difluoromethoxy)-2-oxo-1,2-dihydro-1,8-naphthyridine-3-carboxylate